N1CC(C1)N1CCN(CC1)C(=O)OC(C)(C)C tert-butyl 4-(3-azetidinyl)-1-piperazine-carboxylate